C(C)(C)(C)OC(=O)N1C(CNCC1)C1=CC=C(C=C1)CC#N [4-(cyanomethyl)phenyl]piperazine-1-carboxylic acid tert-butyl ester